1-(tert-butoxycarbonyl)-4-((S)-2-((tert-butoxycarbonyl)amino)-3,3-dimethylbutylamino)piperidine-2-carboxylic acid C(C)(C)(C)OC(=O)N1C(CC(CC1)NC[C@H](C(C)(C)C)NC(=O)OC(C)(C)C)C(=O)O